3,8-dimethoxyphenanthridin-6(5H)-one COC=1C=CC=2C3=CC=C(C=C3C(NC2C1)=O)OC